2-trifluoroethyl-N-methyltetrahydro-2H-thiopyran-4-carboxamide 1,1-dioxide FC(CC1S(CCC(C1)C(=O)NC)(=O)=O)(F)F